C(C)(C)(C)C1=CC=C(C=C1)OC(OC1=CC=C(C=C1)C(C)(C)C)=O Di-(4-tert-butylphenyl)-carbonat